2-bromo-5-(cyclobutylmethoxy)benzaldehyde BrC1=C(C=O)C=C(C=C1)OCC1CCC1